C(C)OCC1=CCC(CC1)C(C)(C)OCC 1-ethoxymethyl-4-(1-ethoxy-1-methylethyl)cyclohexene